The molecule is an organophosphonate oxoanion that is the conjugate base of (S)-(1-aminoethyl)phosphonic acid, obtained by deprotonation of the phosphonate OH groups and protonation of the amino group. Major microspecies at pH 7.3. It is a conjugate base of a (S)-(1-aminoethyl)phosphonic acid. C[C@@H]([NH3+])P(=O)([O-])[O-]